6-oxotetrahydro-4H-[1,3]dioxolo[4,5-c]pyrrole-4-carboxamide O=C1NC(C2C1OCO2)C(=O)N